ClC1=C(C=C(C=C1)NC(C(C)(C1=NC=2CCCN(C2C=C1)C1=NC(=NC=C1)C)C)=O)F N-(4-chloro-3-fluorophenyl)-2-methyl-2-(5-(2-methylpyrimidin-4-yl)-5,6,7,8-tetrahydro-1,5-naphthyridin-2-yl)propanamide